C1(CCC1)NC1=NC2=CC(=CC=C2C=C1)O 2-(cyclobutylamino)quinolin-7-ol